CN(C)C=C1C(C(CCC1)C(=O)OC)=O methyl 3-((dimethylamino) methylene)-2-oxocyclohexane-1-carboxylate